N-{(1S)-1-cyano-2-[(3S)-2-oxopyrrolidin-3-yl]ethyl}-N2-[cyclohexyl(methoxy)acetyl]-4-methyl-L-leucinamide C(#N)[C@H](C[C@H]1C(NCC1)=O)NC([C@@H](NC(C(OC)C1CCCCC1)=O)CC(C)(C)C)=O